methyl 7-(6-bromoindolin-1-yl)-7-oxoheptanoate BrC1=CC=C2CCN(C2=C1)C(CCCCCC(=O)OC)=O